1,1,2,2-tetrachloro-1,2-dimethyl-Disilane Cl[Si]([Si](C)(Cl)Cl)(C)Cl